N=1NN=C2C1C=C1C(=C2)C(NC1=O)=O pyrrolo[3,4-f]benzotriazole-5,7(2H,6H)-dione